BrC(C(=O)NC1=NC2=CC=C(C=C2C=C1)C1CC1)C 2-bromo-N-(6-cyclopropylquinolin-2-yl)propanamide